C(#N)C1=C(C=CC=C1)[C@@H](CC)C=1C=NN(C1)CCOC (1R,2S)-1-(2-cyanophenyl)-1-(1-(2-methoxyethyl)-1H-pyrazol-4-yl)propan